OC1(CCCCC1)C(=O)C1=CC=CC=C1 (1-hydroxycyclohexyl)(phenyl)methanone